C1(CCCC1)SC1=NC=CC=C1C1=CC(=C(C(=C1)F)CCCCC(=O)O)F 5-[4-(2-cyclopentylsulfanyl-3-pyridinyl)-2,6-difluoro-phenyl]pentanoic acid